(R,E)-ethyl 2-acetoxy-3-(2-((4-methoxybenzyl)oxy)-5-(pent-1-en-1-yl)phenyl)propanoate C(C)(=O)O[C@@H](C(=O)OCC)CC1=C(C=CC(=C1)\C=C\CCC)OCC1=CC=C(C=C1)OC